1-benzyl 2-(tert-butyl) (1S,2S,3R)-3-(((di-tert-butoxyphosphoryl)oxy)methyl)cyclopropane-1,2-dicarboxylate C(C)(C)(C)OP(=O)(OC(C)(C)C)OC[C@H]1[C@@H]([C@H]1C(=O)OCC1=CC=CC=C1)C(=O)OC(C)(C)C